FS(=O)(=O)C1=CC=C(C(=O)O[C@H]2C(C=C3C([C@](C4(C(=C23)C)CC4)(C)O)=O)(C)COC(C4=CC=C(C=C4)S(=O)(=O)F)=O)C=C1 ((2S,3'R,6'R)-3'-((4-(fluorosulfonyl)benzoyl)oxy)-6'-hydroxy-2',4',6'-trimethyl-7'-oxo-2',3',6',7'-tetrahydrospiro[cyclopropane-1,5'-inden]-2'-yl)methyl-4-(fluorosulfonyl)benzoate